CS(=O)(=O)OCCOC1=CC=2N(C=C1)C(=CN2)C2=CC(=C(C(=C2)OC)C(NC2CC2)=O)OC(F)F 2-[3-[4-(cyclopropylcarbamoyl)-3-(difluoromethoxy)-5-methoxy-phenyl]imidazo[1,2-a]pyridin-7-yl]oxyethyl methanesulfonate